N4-(5-cyclopropyl-1H-pyrazol-3-yl)-N2-(1H-indazol-5-yl)quinazoline-2,4-diamine C1(CC1)C1=CC(=NN1)NC1=NC(=NC2=CC=CC=C12)NC=1C=C2C=NNC2=CC1